ClC=1C=C(C(=C(C1)C1=CCCN(C1)C(=O)OC(C)(C)C)F)F tert-butyl 5-(5-chloro-2,3-difluoro-phenyl)-3,6-dihydro-2H-pyridine-1-carboxylate